ClC1=C(C=C2C=C(N=CC2=C1)NC(=O)[C@@H]1[C@H]([C@H]1C=1C=NN(C1)C)C)N1CC[NH+](CC1)[C@@]1(COCC1)C (1R,2S,3R)-N-[7-chloro-6-[4-((S)-3-methyltetrahydrofuran-3-yl)piperazin-4-ium-1-yl]-3-isoquinolinyl]-2-methyl-3-(1-methylpyrazol-4-yl)cyclopropanecarboxamide